isopropyl 1-(5-((2,6-dichlorobenzyl)oxy)-3-methyl-2,3-dihydro-1H-inden-1-yl)piperidine-4-carboxylate ClC1=C(COC=2C=C3C(CC(C3=CC2)N2CCC(CC2)C(=O)OC(C)C)C)C(=CC=C1)Cl